CN1C=CC=2C1=CC=C1N=C(C=3CCCCC3C21)C2=CC=C(C=C2)O 4-(3-methyl-8,9,10,11-tetrahydro-3H-pyrrolo[3,2-a]phenanthridin-7-yl)phenol